ClC1=C2N=C(N(C2=NC(=N1)C=1OC(=CC1)C)C1OCCCC1)N1CC(CCC1)CCC(=O)OC methyl 3-(1-(6-chloro-2-(5-methylfuran-2-yl)-9-(tetrahydro-2H-pyran-2-yl)-9H-purin-8-yl)piperidin-3-yl)propanoate